FC=1C=C(OC2=CC=C3CCN(CC3=C2)C(CN2C=NN=C2)=O)C=CC1C(F)(F)F 1-(7-(3-fluoro-4-(trifluoromethyl)phenoxy)-3,4-dihydroisoquinolin-2(1H)-yl)-2-(4H-1,2,4-triazol-4-yl)ethan-1-one